FC=1C=C2C=C(NC2=CC1OCC1=NN(N=C1)C)CNC(=O)C1CC1 N-((5-fluoro-6-((2-methyl-2H-1,2,3-triazol-4-yl)methoxy)-1H-indol-2-yl)methyl)cyclopropanecarboxamide